4-(((4-(1-cyclopropyl-3-ethoxy-3-oxopropyl)pyridin-2-yl)oxy)methyl)-piperidine-1-carboxylic acid tert-butyl ester C(C)(C)(C)OC(=O)N1CCC(CC1)COC1=NC=CC(=C1)C(CC(=O)OCC)C1CC1